4-methoxy-2-(trifluoromethoxy)aniline platinum-gold-platinum [Pt].[Au].[Pt].COC1=CC(=C(N)C=C1)OC(F)(F)F